FC1=C(C(=C(C=C1OC)OC)F)C=1CCC=2C(=NNC2C1)C1=C(C=NN1C)NC(C=C)=O N-(5-(6-(2,6-difluoro-3,5-dimethoxyphenyl)-4,5-dihydro-1H-indazol-3-yl)-1-methyl-1H-pyrazol-4-yl)acrylamide